(1S,2R)-6-benzyloxy-1-[4-(3-bromopropyloxy)phenyl]-2-phenyl-tetrahydronaphthalene C(C1=CC=CC=C1)OC=1C=C2CC[C@H]([C@H](C2=CC1)C1=CC=C(C=C1)OCCCBr)C1=CC=CC=C1